FC=1C=C(C=NC1)C1CN(C1)C(=O)OC(C)(C)C tert-butyl 3-(5-fluoropyridin-3-yl)azetidine-1-carboxylate